N1[C@@H](CC[C@@H](C1)C(=O)O)C(=O)O (2S,5S)-Piperidine-2,5-dicarboxylic acid